C1C(=NC2=C(N1)N=C(NC2=O)N)[C@@H]([C@H](CO)O)O The molecule is a dihydropterin that is monapterin dihydrogenated at positions 7 and 8. It is a dihydropterin and a member of neopterins.